Stilben oxid C1(=CC=CC=C1)C1C(C2=CC=CC=C2)O1